tert-butyl (2S)-6-hydroxy-2-(hydroxymethyl)-6-(pyridin-2-ylmethyl)-1,4-oxazepane-4-carboxylate OC1(CN(C[C@H](OC1)CO)C(=O)OC(C)(C)C)CC1=NC=CC=C1